carbonate compound with sulfuric acid S(O)(O)(=O)=O.C(O)(O)=O